tert-butyl ((2-(3-(6,6-difluoro-2-(4-methyl-4H-1,2,4-triazol-3-yl)spiro[3.3]heptan-2-yl)phenyl)-3-oxo-7-(trifluoromethyl)isoindolin-5-yl)methyl)(1-methyl-cyclobutyl)carbamate FC1(CC2(CC(C2)(C2=NN=CN2C)C=2C=C(C=CC2)N2CC3=C(C=C(C=C3C2=O)CN(C(OC(C)(C)C)=O)C2(CCC2)C)C(F)(F)F)C1)F